(R)-5-(2-(4-(4-((2,6-dioxopiperidin-3-yl)amino)phenyl)piperidin-1-yl)ethoxy)pentanoic acid O=C1NC(CC[C@H]1NC1=CC=C(C=C1)C1CCN(CC1)CCOCCCCC(=O)O)=O